O1CCN(CC1)C(CC1=NSC(=N1)NC(=O)C1=CSC(=C1)C1=CC(=CC=C1)C(F)(F)F)C N-(3-(2-morpholinopropyl)-1,2,4-thiadiazol-5-yl)-5-(3-(trifluoromethyl)phenyl)thiophene-3-carboxamide